1-[7-[4-(dimethylamino)phenyl]-1,6-naphthyridin-5-yl]-3-pyrrolidinol CN(C1=CC=C(C=C1)C1=NC(=C2C=CC=NC2=C1)N1CC(CC1)O)C